C=CCCCCCCCC(=O)[O-] The molecule is a medium-chain, unsaturated, straight-chain fatty acid anion and the conjugate base of dec-9-enoic acid (caproleic acid), arising from deprotonation of the carboxylic acid group. It is a medium-chain fatty acid anion, a straight-chain fatty acid anion and an unsaturated fatty acid anion. It is a conjugate base of a dec-9-enoic acid.